C1=CC=CC=2C3=CC=CC=C3N(C12)C1=CC=CC=2C(C3=CC=CC=C3C12)(C1=C(C=CC(=C1)N1C2=CC=CC=C2C=2C=CC=CC12)C)C1=C(C=CC=C1)C 4,4'-bis(carbazol-9-yl)-9,9-ditolylfluorene